FC=1C(=CC=2C3=C(N=C(C2C1)OCCO)COC[C@@H]3N(C(=O)C=3NC1=CC(=C(C=C1C3)F)F)C)F (R)-N-(8,9-difluoro-6-(2-hydroxyethoxy)-1,4-dihydro-2H-pyrano[3,4-c]isoquinolin-1-yl)-5,6-difluoro-N-methyl-1H-indole-2-carboxamide